C(#N)CCOC1=C2N=CN(C2=NC(=N1)NC(COC1=CC=CC=C1)=O)[C@@H]1O[C@@H](CN(C1)C(C1=CC=CC=C1)(C1=CC=CC=C1)C1=CC=CC=C1)COC(CCC(=O)O)=O 4-[(2S,6R)-6-[6-(2-cyanoethoxy)-2-[(2-phenoxyacetyl)amino]purin-9-yl]-4-tritylmorpholin-2-yl]methoxyl-4-oxo-butanoic acid